3-(5-(difluoromethyl)-1,3,4-thiadiazol-2-yl)-N-(1-methylcyclopropyl)-8-(4-(2-Methylpropyl)piperazin-1-yl)-[1,2,4]triazolo[4,3-a]pyridine-6-sulfonamide FC(C1=NN=C(S1)C1=NN=C2N1C=C(C=C2N2CCN(CC2)CC(C)C)S(=O)(=O)NC2(CC2)C)F